N1N=NC2=NC(=CC=C21)C=2C=C(C(=O)NC1=CC=C(C=C1)OCCC1=CC=CC=C1)C=C(C2)N 3-(1H-[1,2,3]Triazolo[4,5-b]pyridin-5-yl)-5-amino-N-(4-phenethoxyphenyl)benzamide